1-(4-((7-methoxy-4-(quinolin-2-ylamino)quinazolin-6-yl)oxy)piperidin-1-yl)prop-2-en-1-one COC1=C(C=C2C(=NC=NC2=C1)NC1=NC2=CC=CC=C2C=C1)OC1CCN(CC1)C(C=C)=O